ClC1=C(C=CC=C1)C1CN(C1)CC1=CC(=NC=C1)C=1C=C2CN(C(C2=CC1)=O)C1C(NC(CC1)=O)=O 3-(5-(4-((3-(2-chlorophenyl)azetidin-1-yl)methyl)pyridin-2-yl)-1-oxoisoindolin-2-yl)piperidine-2,6-dione